FC1=C(C(=O)O)C=CC=C1N(C(=O)C1=CC=C(C=C1)F)CCOCC 2-fluoro-3-[(2-ethoxyethyl)(4-fluorophenylcarbonyl)amino]benzoic acid